NC1=NC(=CC(=N1)C1=CC=CC=C1)C1=CC=CC=C1 2-amino-4,6-diphenylpyrimidine